3-Cyano-2-fluoro-pyridine C(#N)C=1C(=NC=CC1)F